Methyl 2-(((2-(4-(aminomethyl)phenyl)-4-morpholinothieno[3,2-d]pyrimidin-6-yl)methyl) (methyl)amino)pyrimidine-5-carboxylate NCC1=CC=C(C=C1)C=1N=C(C2=C(N1)C=C(S2)CN(C2=NC=C(C=N2)C(=O)OC)C)N2CCOCC2